O[C@]1(C(CO)=O)[C@@H](C[C@H]2[C@@H]3CCC4=CC(C=C[C@]4(C)C3=CC[C@]12C)=O)C 17α,21-dihydroxy-16α-methyl-pregna-1,4,9(11)-triene-3,20-dione